N-(3-chloro-4-((((3S,4R)-4-hydroxypyrrolidin-3-yl)methyl)carbamoyl)phenyl)-1-methyl-5-(1-(prop-2-yn-1-yl)-3-(trifluoromethyl)-1H-pyrazol-4-yl)-1H-imidazole-2-carboxamide hydrochloride Cl.ClC=1C=C(C=CC1C(NC[C@@H]1CNC[C@@H]1O)=O)NC(=O)C=1N(C(=CN1)C=1C(=NN(C1)CC#C)C(F)(F)F)C